CC1=NC(=CC=C1C#CC1(CC2(CC2)C1)CS(=O)(=O)O)C=1N=NN(C1NC(=O)O[C@H](C)CCC)C (R)-(5-((2-methyl-6-(1-methyl-5-(((pentane-2-oxy)carbonyl)amino)-1H-1,2,3-triazol-4-yl)pyridin-3-yl)ethynyl)spiro[2.3]hexane-5-yl)methanesulfonic acid